FCCN1N=C2C=CC(=CC2=C1)/C=C/C1=NC2=CC=C(C=C2C=C1)O (E)-2-(2-(2-(2-Fluoroethyl)-2H-indazol-5-yl)vinyl)quinolin-6-ol